6-[(3R,5R)-3,5-dimethylpiperazin-1-yl]-N-(3-methyl-4-{[1,2,4]triazolo[1,5-a]pyridin-7-yloxy}phenyl)pyrido[3,2-d]pyrimidin-4-amine C[C@@H]1CN(C[C@H](N1)C)C=1C=CC=2N=CN=C(C2N1)NC1=CC(=C(C=C1)OC1=CC=2N(C=C1)N=CN2)C